Benzyl (2S,5S)-5-[[4-[1-(benzenesulfonyl)-6-cyano-pyrrolo[2,3-b]pyridin-3-yl]-5-(trifluoromethyl)pyrimidin-2-yl]amino]-2-methyl-piperidine-1-carboxylate C1(=CC=CC=C1)S(=O)(=O)N1C=C(C=2C1=NC(=CC2)C#N)C2=NC(=NC=C2C(F)(F)F)N[C@H]2CC[C@@H](N(C2)C(=O)OCC2=CC=CC=C2)C